FC(C1CCN(CC1)C1=NC(=NC=C1)NC1CC2(CC(C2)OC2=C(C(=O)N)C=CC=N2)C1)(F)F 2-(((2S,4s,6S)-6-((4-(4-(trifluoromethyl)piperidin-1-yl)pyrimidin-2-yl)amino)spiro[3.3]heptan-2-yl)oxy)nicotinamide